4-(4-((2-((2,6-dioxopiperidin-3-yl)amino)benzyl)(methyl)amino)piperidin-1-yl)-N-(5-((R)-2-methoxy-2-phenylacetyl)-1,4,5,6-tetrahydropyrrolo[3,4-c]pyrazol-3-yl)benzamide O=C1NC(CCC1NC1=C(CN(C2CCN(CC2)C2=CC=C(C(=O)NC=3C4=C(NN3)CN(C4)C([C@@H](C4=CC=CC=C4)OC)=O)C=C2)C)C=CC=C1)=O